isopropyl 3-hydroxycyclohexanecarboxylate OC1CC(CCC1)C(=O)OC(C)C